C(C)(C)(C)OC(=O)C1=CC=C(C=C1)NC(=O)[C@H]1NCCC2=C(C=CC=C12)C=1CCN(CC1)C(=O)OC(C)(C)C tert-butyl (S)-4-(1-((4-(tert-butoxycarbonyl) phenyl) carbamoyl)-1,2,3,4-tetrahydroisoquinolin-5-yl)-3,6-dihydropyridine-1(2H)-carboxylate